ClC=1C=C2C(=C(C=NC2=CC1)C=1CCOCC1)NC1=C(C(=O)OC)C=C(C=C1)OC methyl 2-[[6-chloro-3-(3,6-dihydro-2H-pyran-4-yl)-4-quinolinyl] amino]-5-methoxy-benzoate